1,1-difluoro-N-(2-(1-(4-fluorophenyl)-2-methoxyethoxy)-4-(4,4,5,5-tetramethyl-1,3,2-dioxaborolan-2-yl)phenyl)methane-sulfonamide FC(S(=O)(=O)NC1=C(C=C(C=C1)B1OC(C(O1)(C)C)(C)C)OC(COC)C1=CC=C(C=C1)F)F